C1(CCCCC1)N(CCC(=O)OC)CC1=NN=NN1C1=CC(=CC=C1)[N+](=O)[O-] methyl 3-(cyclohexyl((1-(3-nitrophenyl)-1H-tetrazol-5-yl) methyl)amino)propanoate